OCC1([C@@H](O)[C@H](O)[C@H](O1)CO)N[C@@H](CCCCN)C(=O)O fructosyl-lysine